ClC1=C(C=C(C=C1)B(O)O)C(NC1=CC=C(C=C1)F)=O (4-chloro-3-((4-fluorophenyl)carbamoyl)phenyl)boronic acid